ClC1=C(C=CC=C1)[C@@H]1[C@H](C(C(N1)=O)C)[N+](=O)[O-] |r| rac-(4s,5r)-5-(2-chlorophenyl)-3-methyl-4-nitropyrrolidin-2-one